CC=1C=C(C=CC1)C1=C(C=C(C=C1OP1(OCCC(O1)C=1SC=CC1)=O)CCCCC)OP1(OCCC(O1)C=1SC=CC1)=O 2-((3'-methyl-6-((2-oxido-4-(thiophen-2-yl)-1,3,2-dioxaphosphinan-2-yl)oxy)-4-pentyl-[1,1'-biphenyl]-2-yl)oxy)-4-(thiophen-2-yl)-1,3,2-dioxaphosphinane 2-oxide